(S)-N-(4-(Benzyloxy)phenyl)-5-(4-(difluoromethoxy)-2-(3-(morpholinomethyl)-1,2,3,4-tetrahydroisoquinoline-2-carbonyl)phenyl)-1,2-dimethyl-1H-pyrrole-3-carboxamide C(C1=CC=CC=C1)OC1=CC=C(C=C1)NC(=O)C1=C(N(C(=C1)C1=C(C=C(C=C1)OC(F)F)C(=O)N1CC2=CC=CC=C2C[C@H]1CN1CCOCC1)C)C